C(C)(C)(C)C1=NC(=NO1)C1=CC=C(C=C1)C(=O)N1CC2(C1)CC(C2)N2N=C(C=C2)OC [4-(5-tert-butyl-1,2,4-oxadiazol-3-yl)phenyl]-[6-(3-methoxypyrazol-1-yl)-2-azaspiro[3.3]heptan-2-yl]methanone